N[C@H]1CC[C@H](N(C1)C(=O)C1=CC2=C(N(C(=N2)C2=CC=3C(=NC=CC3)N2CC2CC2)C)C(=C1)OC)CO [(2S,5S)-5-amino-1-{2-[1-(cyclopropylmethyl)-1H-pyrrolo[2,3-b]pyridin-2-yl]-7-methoxy-1-methyl-1H-1,3-benzodiazole-5-carbonyl}piperidin-2-yl]methanol